ethyl 4-[4-fluoro-5-[3-(4-fluoro-6-methoxy-isoindolin-5-yl)oxypropoxy]-6-methoxy-benzothiophen-2-yl]-4-oxo-butanoate FC1=C(C(=CC2=C1C=C(S2)C(CCC(=O)OCC)=O)OC)OCCCOC=2C(=C1CNCC1=CC2OC)F